1,6-octadien-3-yl acetate C(C)(=O)OC(C=C)CCC=CC